N-(4-cyano-2-ethynylphenyl)-2-(4-((1-(2-(2,6-dioxopiperidin-3-yl)-1,3-dioxoisoindoline-5-yl)azetidin-3-yl)ethynyl)-1H-pyrazol-1-yl)-2-methylpropionamide C(#N)C1=CC(=C(C=C1)NC(C(C)(C)N1N=CC(=C1)C#CC1CN(C1)C=1C=C2C(N(C(C2=CC1)=O)C1C(NC(CC1)=O)=O)=O)=O)C#C